diethyl 4-(5-((benzyloxy)carbonyl)thiophen-2-yl)-2-((S)-1-(tert-butoxycarbonyl)pyrrolidin-2-yl)-6-((4-fluorophenoxy)methyl)-1,4-dihydropyridine-3,5-dicarboxylate C(C1=CC=CC=C1)OC(=O)C1=CC=C(S1)C1C(=C(NC(=C1C(=O)OCC)COC1=CC=C(C=C1)F)[C@H]1N(CCC1)C(=O)OC(C)(C)C)C(=O)OCC